(3R)-1-butyl-2,5-dioxo-3-((1R)-1-hydroxy-1-(cyclohexen-4-yl)methyl)-9-(4-(4-methylaminocarbonylphenoxy)phenylmethyl)-1,4,9-triazaspiro[5.5]undecane C(CCC)N1C([C@H](NC(C12CCN(CC2)CC2=CC=C(C=C2)OC2=CC=C(C=C2)C(=O)NC)=O)[C@@H](C2CC=CCC2)O)=O